(S)-N-((S)-1-cyclohexyl-2-(4-(3-ethoxy-1-methyl-1H-pyrazole-5-carbonyl)-piperazin-1-yl)-2-oxoethyl)-2-(methyl-amino)propanamide C1(CCCCC1)[C@@H](C(=O)N1CCN(CC1)C(=O)C1=CC(=NN1C)OCC)NC([C@H](C)NC)=O